C(=C)(C)[C@@H]1[C@@](CC1)(CCO)C (1S,2R)-cis-2-Isopropenyl-1-methylcyclobutaneethanol